C(CC(O)(C(=O)O)CC(=O)O)(=O)O.C(C)(=O)OC=1C(C(=O)OCCN(CC)CC)=CC=CC1 diethylaminoethyl acetylsalicylate citric acid salt